CC(C(=O)C=1SC=CC1C)(C)N1CCOCC1 2-methyl-1-(methylthiophenyl)-2-morpholinopropan-1-one